6-{5-chloro-2-[(oxan-4-yl)amino]pyrimidin-4-yl}-2-[2-oxo-2-(1,2,3,4-tetrahydroisoquinolin-2-yl)ethyl]-2,3-dihydro-1H-isoindol-1-one ClC=1C(=NC(=NC1)NC1CCOCC1)C1=CC=C2CN(C(C2=C1)=O)CC(N1CC2=CC=CC=C2CC1)=O